ClC1=CC(=C(C=N1)C1=NC=C(C=C1F)CN1CC2(C1)CC(C2)O)N[C@@H](C)CCO (S)-2-((6'-chloro-3-fluoro-4'-((4-hydroxybutan-2-yl)amino)-[2,3'-bipyridin]-5-yl)methyl)-2-azaspiro[3.3]heptan-6-ol